(E)-3-(2-chloroethylsulfonyl)-1-phenyl-2-propen-1-one ClCCS(=O)(=O)/C=C/C(=O)C1=CC=CC=C1